(2R,4S)-N-((S)-1-(((6-amino-2-methylpyridin-3-yl)methyl)amino)-1-oxopropan-2-yl)-4-(3-chlorobenzyl)pyrrolidine-2-carboxamide dihydrochloride Cl.Cl.NC1=CC=C(C(=N1)C)CNC([C@H](C)NC(=O)[C@@H]1NC[C@H](C1)CC1=CC(=CC=C1)Cl)=O